antimony-silver-ditelluride [Te-2].[Te-2].[Ag+].[Sb+3]